C1(CC1)C=1C=CC(=NC1CC1=CC=C(C=C1)F)C(=O)NC(CCOCCOCCOCCNC(OC(C)(C)C)=O)(C(=O)[O-])CC 17-(5-cyclopropyl-6-(4-fluorobenzyl)picolinamido)-17-ethyl-2,2-dimethyl-4-oxo-3,8,11,14-tetraoxa-5-azaoctadecan-18-oate